1,8-bis[9-(1-ethylhexyl)-6-nitro-9H-carbazol-3-yl]-1,8-octanedione C(C)C(CCCCC)N1C2=CC=C(C=C2C=2C=C(C=CC12)C(CCCCCCC(=O)C=1C=CC=2N(C3=CC=C(C=C3C2C1)[N+](=O)[O-])C(CCCCC)CC)=O)[N+](=O)[O-]